tert-Butyl N-[3-methyl-5-[[2-[5-methyl-2-[6-(methylamino)-3-pyridyl]-1-piperidyl]-2-oxo-acetyl]amino]-2-pyridyl]carbamate CC=1C(=NC=C(C1)NC(C(=O)N1C(CCC(C1)C)C=1C=NC(=CC1)NC)=O)NC(OC(C)(C)C)=O